(methylcarbamoyl)-D-leucine methyl ester COC([C@H](NC(NC)=O)CC(C)C)=O